(S)-8-((3S,5R)-4-propenoyl-3,5-dimethylpiperazin-1-yl)-11-(4-fluorophenyl)-3-(5-fluoropyridin-3-yl)-10-(trifluoromethyl)-3,4-dihydro-2H,6H-[1,4]thiazepino[2,3,4-ij]quinazolin-6-one C(C=C)(=O)N1[C@H](CN(C[C@H]1C)C1=NC(N2C3=C(C(=C(C=C13)C(F)(F)F)C1=CC=C(C=C1)F)SC[C@H](C2)C=2C=NC=C(C2)F)=O)C